6-(8-fluoro-2-((hexahydro-1H-pyrrolizin-7a-yl)methoxy)-7-(8-(((tetrahydro-2H-pyran-2-yl)oxy)methyl)naphthalen-1-yl)pyrido[4,3-d]pyrimidin-4-yl)-1,6-diazaspiro[3.5]nonan-2-one FC1=C(N=CC2=C1N=C(N=C2N2CC1(CC(N1)=O)CCC2)OCC21CCCN1CCC2)C2=CC=CC1=CC=CC(=C21)COC2OCCCC2